FC1=C(C(=O)O)C=CC(=C1)C1=NC(=CN=C1)OC(C)C 2-fluoro-4-(6-isopropoxypyrazin-2-yl)benzoic acid